C1(CC1)N(C1=C(C(=NC=N1)NC[C@@H]1[C@H](CN(CC1)CC(=O)N)O)F)CC1=C(C=C(C=C1)C(F)(F)F)OC ((3R,4R)-4-(((6-(cyclopropyl(2-methoxy-4-(trifluoromethyl)benzyl)amino)-5-fluoropyrimidin-4-yl)amino)methyl)-3-hydroxypiperidin-1-yl)acetamide